C1[C@@H](C(O)(C)CCC=C(C)C)O1 (S)-linalool oxide